C1(=CC=CC=C1)C1=CC=2C(=NC=C(C2)NC(=O)C2=NC=NC=C2)N1 N-(2-phenyl-1H-pyrrolo[2,3-b]pyridin-5-yl)-pyrimidine-4-carboxamide